CC1=C(C=C(C=C1)C)C1CCC2=NC=3C(=NC(=CC3)C=3C=NC(=NC3)N3CC(NCC3)=O)N21 4-(5-(8-(2,5-dimethylphenyl)-7,8-dihydro-6H-pyrrolo[2',1':2,3]imidazo[4,5-b]pyridin-2-yl)pyrimidin-2-yl)piperazin-2-one